2-oxo-1,8-diazaspiro[4.5]decan O=C1NC2(CC1)CCNCC2